(S)-N-(4-(2-(6-(1H-pyrazol-5-yl)pyridin-2-yl)-1H-imidazol-5-yl)phenyl)-1-acryloylpiperidine-3-carboxamide N1N=CC=C1C1=CC=CC(=N1)C=1NC(=CN1)C1=CC=C(C=C1)NC(=O)[C@@H]1CN(CCC1)C(C=C)=O